ClC1=NC=CC=C1CCOC1OCCCC1 2-chloro-3-[2-(3,4,5,6-tetrahydro-2H-pyran-2-yloxy)ethyl]pyridine